N-{[2-(trimethylsilyl)-ethoxy]carbonyl}-L-cystein C[Si](CCOC(=O)N[C@@H](CS)C(=O)O)(C)C